COCOC=1C=C(C=CC1)C=1CCC(CC1)CC=O 2-(3'-(methoxymethoxy)-2,3,4,5-tetrahydro-[1,1'-biphenyl]-4-yl)acetaldehyde